(4aS,7S,7aR)-4,7-dimethyl-1,4a,5,6,7,7a-hexahydrocyclopenta[c]pyran-1-thiol CC=1[C@@H]2[C@H](C(OC1)S)[C@H](CC2)C